(3R,5R)-3-butyl-3-ethyl-2,3,4,5-tetrahydro-7,8-dimethoxy-5-phenyl-1,4-benzothiazepine-4-ol 1,1-dioxide C(CCC)[C@@]1(CS(C2=C([C@H](N1O)C1=CC=CC=C1)C=C(C(=C2)OC)OC)(=O)=O)CC